dithiobis(5-nitropyridine) [N+](=O)([O-])C=1C=CC(=NC1)SSC1=NC=C(C=C1)[N+](=O)[O-]